COC=1C=2N(C=CC1COC)N=CC2 4-Methoxy-5-(methoxymethyl)pyrazolo[1,5-a]pyridine